4-fluoro-7-nitro-2,1,3-benzoxadiazole FC1=CC=C(C2=NON=C21)[N+](=O)[O-]